CC1=CC=C(C=C1)S(=O)(=O)OCC1CCN(CC1)C1=C2C(N(C(C2=CC=C1)=O)C1C(NC(CC1)=O)=O)=O (1-(2-(2,6-dioxopiperidin-3-yl)-1,3-dioxoisoindolin-4-yl)piperidin-4-yl)methyl 4-methylbenzenesulfonate